NC[C@H](CC(=O)O)C1=CC=C(C=C1)Cl |r| (+/-)-4-amino-3-(4-chlorophenyl)-butanoic acid